dicycloHexyl-[2-(2,6-diisopropoxyphenyl)phenyl]phosphane C1(CCCCC1)P(C1=C(C=CC=C1)C1=C(C=CC=C1OC(C)C)OC(C)C)C1CCCCC1